1-phenyl-1,4-dihydroquinoline-3-carboxylic acid C1(=CC=CC=C1)N1C=C(CC2=CC=CC=C12)C(=O)O